IC=1C=C(C=CC1)C(C)CCCC(CNC)(C)C 2-(3-iodophenyl)-6,6-dimethyl-7-(methylamino)heptan